(S)-quinuclidin-3-yl (5-(2-(trifluoromethoxy)phenyl)-2,3-dihydro-1H-inden-1-yl)carbamat FC(OC1=C(C=CC=C1)C=1C=C2CCC(C2=CC1)NC(O[C@@H]1CN2CCC1CC2)=O)(F)F